(R,E)-N-(1-(2-chlorophenyl)ethyl)-2-cyano-3-(1H-pyrrolo[2,3-b]pyridin-3-yl)acrylamide ClC1=C(C=CC=C1)[C@@H](C)NC(\C(=C\C1=CNC2=NC=CC=C21)\C#N)=O